ClC1=C(C=2N(C=N1)C=NN2)NC2=C(C(=CC=C2C)OC)C 7-chloro-N-(3-methoxy-2,6-dimethylphenyl)-[1,2,4]triazolo[4,3-c]pyrimidin-8-amine